C(C)N(C(C(CC)C)=S)C1=C(N=C(S1)C=1C=NC=CC1)C N-ethyl-2-methyl-N-[4-methyl-2-(3-pyridinyl)thiazol-5-yl]-3-methylthiopropanamide